tertbutyl orthosilicate [Si](OC(C)(C)C)([O-])([O-])[O-]